5-(benzyloxy)-1,7-naphthyridine-6-carboxylic acid C(C1=CC=CC=C1)OC1=C2C=CC=NC2=CN=C1C(=O)O